C(O)(=O)OOC(COC)(C)OC Dimethoxyisopropyl Peroxybicarbonate